CN1CCC(CC1)NC=1C=C2C(=CN1)SC(=C2)C(=O)OC Methyl 5-[(1-methyl-4-piperidyl)amino]thieno[2,3-c]pyridine-2-carboxylate